C(C)(C)(C)N(C(O)=O)CCO.FC=1C=C(CNC=2C=C3C(=NNC3=CC2)C(C(=O)N2CCN(CC2)C)=C)C=C(C1)F (5-((3,5-difluorobenzyl)amino)-1H-indazol-3-yl)-1-(4-methylpiperazin-1-yl)prop-2-en-1-one tert-Butyl-(2-hydroxyethyl)carbamate